strontium sodium silver [Ag].[Na].[Sr]